6-[4-[[4-(2-fluoroethoxy)phenyl]-(4-fluorophenyl)methyl]piperidine-1-carbonyl]-4H-1,4-benzoxazin-3-one FCCOC1=CC=C(C=C1)C(C1CCN(CC1)C(=O)C=1C=CC2=C(NC(CO2)=O)C1)C1=CC=C(C=C1)F